ClC1=C(C=CC=C1F)C=1C(=CC=C2C(=C(C=NC12)NC(=O)C1=CC=NC2=CC=CC=C12)N1CCOCC1)F N-(8-(2-chloro-3-fluorophenyl)-7-fluoro-4-morpholinoquinolin-3-yl)quinoline-4-carboxamide